(S)-N-{[3-(3-fluoro-4-{[(4-methylpiperazin-1-yl)-2-oxoethylthiocarbonylthio]piperazin-1-yl}phenyl)-2-oxo-5-oxazolidinyl]methyl}acetamide FC=1C=C(C=CC1N1C(CNCC1)SC(=S)CC(=O)N1CCN(CC1)C)N1C(O[C@H](C1)CNC(C)=O)=O